ClC1=CC=C(C=C1)S(=O)(=O)O 4-chloro-benzenesulfonic acid